ClC1=C(C=CC=C1C1=C(C(=NC=C1)C=1C=C2CCN(CC2=C(C1)OC)C[C@@H](C)O)Cl)C1=CC=C(C(=N1)OC)CN1CC(C1)(O)C (R)-1-((6-(2-chloro-3-(3-chloro-2-(2-(2-hydroxypropyl)-8-methoxy-1,2,3,4-tetrahydroisoquinolin-6-yl)pyridin-4-yl)phenyl)-2-methoxypyridin-3-yl)methyl)-3-methylazetidin-3-ol